OCCN1CCN(CC1)CCNC=C1CCC(CC1)C=1N=CNC1 2-(((2-(4-(2-hydroxyethyl)piperazin-1-yl)ethyl)amino)methylene)-5-(1H-imidazol-4-yl)cyclohexane